ClC1=NC(=CC(=C1)C=1C(=NN2C1N=C(C=C2)N[C@H](CO)C)C=2C=C(C#N)C=CC2)C 3-[3-(2-chloro-6-methyl-4-pyridinyl)-5-[[(1S)-2-hydroxy-1-methyl-ethyl]amino]pyrazolo[1,5-a]pyrimidin-2-yl]benzonitrile